[1,3]dioxin-4-carboxamide O1COC(C=C1)C(=O)N